8-bromo-1,4,4-trimethyl-4,5-dihydro-[1,2,4]triazolo[4,3-a]quinoxaline-9-carbaldehyde BrC1=CC=C2NC(C=3N(C2=C1C=O)C(=NN3)C)(C)C